C1(CC1)C(C(C)(C)O)N1CC=2C=NC=C(C2C1=O)C1=CC=C(C=C1)C=1C=NN(C1)C 2-(1-cyclopropyl-2-hydroxy-2-methylpropyl)-7-(4-(1-methyl-1H-pyrazol-4-yl)phenyl)-2,3-dihydro-1H-pyrrolo[3,4-c]pyridin-1-one